2-(9H-fluoren-9-ylmethoxycarbonylamino)-glutaric acid 5-tert-butyl ester C(C)(C)(C)OC(CCC(C(=O)O)NC(=O)OCC1C2=CC=CC=C2C=2C=CC=CC12)=O